C1=CC=C(C(=C1)C2=C3C=C(C(=O)C(=C3OC4=C(C(=C(C=C24)Br)O)Br)Br)Br)C(=O)O The molecule is a xanthene dye that is fluorescein bearing bromine substituents at positions 2', 4', 5' and 7'. It is a xanthene dye, an organobromine compound and a monocarboxylic acid. It is a conjugate acid of a 2',4',5',7'-tetrabromofluorescein(2-).